(2S,4S)-1-(1H-Indole-2-carbonyl)-N-((S)-1-oxo-3-((S)-2-oxopyrrolidin-3-yl)propan-2-yl)-4-phenoxypyrrolidine-2-carboxamide N1C(=CC2=CC=CC=C12)C(=O)N1[C@@H](C[C@@H](C1)OC1=CC=CC=C1)C(=O)N[C@H](C=O)C[C@H]1C(NCC1)=O